N1=C(C=CC=C1)C(=O)[O-].N1=C(C=CC=C1)C(=O)[O-].[Mg+2] magnesium bis(2-picolinate)